[1-[2-(2,6-dioxo-3-piperidyl)-1-oxo-isoindolin-5-yl]-4-piperidyl]-methyl-ammonium O=C1NC(CCC1N1C(C2=CC=C(C=C2C1)N1CCC(CC1)[NH2+]C)=O)=O